F[C@H]1CNCC[C@H]1NC1=CC=CN2C(=C(C=C12)C#CCNC=1C=C(C(=O)NC)C=CC1OC)SC(F)(F)F 3-{[3-(8-{[(3S,4R)-3-fluoropiperidin-4-yl]amino}-3-[(trifluoromethyl)sulfanyl]indolizin-2-yl)prop-2-yn-1-yl]amino}-4-methoxy-N-methylbenzamide